CC1=C(C=CC(=C1C=1N=CN(C1)C)NCC=1C=NC(=CC1)C(F)(F)F)S(=O)(=O)N methyl-3-(1-methyl-1H-imidazol-4-yl)-4-(((6-(trifluoromethyl)pyridin-3-yl)methyl)amino)benzenesulfonamide